BrC1=C2C(=NN(C2=CC=C1)C1=CC=C(C=C1)S(F)(F)(F)(F)F)CNC(OC(C)(C)C)=O tert-butyl N-[[4-bromo-1-[4-(pentafluoro-λ6-sulfanyl)phenyl]indazol-3-yl]methyl]carbamate